N-({5-[5-(difluoromethyl)-1,3,4-oxadiazol-2-yl]-1,3-thiazol-2-yl}methyl)-N-(5-fluoropyridin-2-yl)propane-1-sulfonamide FC(C1=NN=C(O1)C1=CN=C(S1)CN(S(=O)(=O)CCC)C1=NC=C(C=C1)F)F